ClC1=C(C(=O)O)C=CC(=C1COC[C@@H]1OCCC1)S(=O)(=O)C |r| 2-chloro-3-[(RS)-tetrahydrofuran-2-ylmethoxymethyl]-4-methanesulfonylbenzoic acid